pentyl-nonanoic acid C(CCCC)C(C(=O)O)CCCCCCC